(2S,4R)-N-((R)-1-(4-carbamimidoylthiophen-2-yl)ethyl)-1-((4-(4-fluorophenoxy)benzoyl)glycyl)-4-(trifluoromethyl)pyrrolidine-2-carboxamide C(N)(=N)C=1C=C(SC1)[C@@H](C)NC(=O)[C@H]1N(C[C@@H](C1)C(F)(F)F)C(CNC(C1=CC=C(C=C1)OC1=CC=C(C=C1)F)=O)=O